BrC1=C(C=C2C(=NC(=NC2=C1F)OC[C@]12CCCN2C[C@@H](C1)F)N1C[C@H]2CC[C@@H](C1)N2C(=O)OC(C)(C)C)C(F)(F)F tert-butyl (1R,5S)-3-(7-bromo-8-fluoro-2-(((2R,7aS)-2-fluorotetrahydro-1H-pyrrolizin-7a(5H)-yl)methoxy)-6-(trifluoromethyl)quinazolin-4-yl)-3,8-diazabicyclo[3.2.1]octane-8-carboxylate